2-chloro-9-isopropyl-5,6-dihydroisoxazolo[5,4-h]quinazoline ClC1=NC=2C3=C(CCC2C=N1)ON=C3C(C)C